C=CC[S@](=O)C[C@@H](C(=O)O)N (+)-L-alliin